1-(3-(4-(Cyclopropanecarbonyl)piperazine-1-carbonyl)-6,7,8-trifluoroquinolin-4-yl)-4-methylpiperidine-4-carbonitrile C1(CC1)C(=O)N1CCN(CC1)C(=O)C=1C=NC2=C(C(=C(C=C2C1N1CCC(CC1)(C#N)C)F)F)F